C(C)N(CCNC(=O)C=1C(=C(NC1C)C=C1C(NC2=CC(=CC=C12)NC(=O)C1(CC1)C(=O)N)=O)C)CC N-(3-((4-((2-(diethylamino)ethyl)carbamoyl)-3,5-dimethyl-1H-pyrrol-2-yl)methylene)-2-oxindol-6-yl)cyclopropane-1,1-dicarboxamide